FC(C)(F)C=1C(=C(C=CC1)\C(\C)=N\[S@@](=O)C(C)(C)C)F (NE,S)-N-[1-[3-(1,1-difluoroethyl)-2-fluoro-phenyl]ethylidene]-2-methyl-propane-2-sulfinamide